C(=C)C=1NC2=CC=CC=C2C1C=O 2-ETHENYL-1H-INDOLE-3-CARBOXALDEHYDE